OC1=CC=C(C=C1)C(\C=C\C1=CC=CC=C1)=O (E)-1-(4-hydroxyphenyl)-3-phenyl-2-propen-1-one